ClC1=NC=C(C=C1C(=O)N(C)C1CC1)OC[C@H](C)NS(=O)(=O)C(F)(F)F 2-chloro-N-cyclopropyl-N-methyl-5-[(2S)-2-(trifluoromethylsulfonylamino)propoxy]pyridine-3-carboxamide